tert-Butyl (1-(5-amino-6-((3-amino-2-chlorophenyl)thio)-1,2,4-triazin-3-yl)-4-methylpiperidin-4-yl)carbamate NC=1N=C(N=NC1SC1=C(C(=CC=C1)N)Cl)N1CCC(CC1)(C)NC(OC(C)(C)C)=O